ClC=1C(=CC(=C(C1)C1=C(C=C(C=C1)F)NC([O-])=O)F)C(NC=1C=NC(=C(C1)Cl)N1N=CC=N1)=O 5'-chloro-4'-((5-chloro-6-(2H-1,2,3-triazol-2-yl)pyridin-3-yl)carbamoyl)-2',4-difluoro-[1,1'-biphenyl]-2-ylcarbamate